ClCCC[Si](OC)(OC)OC γ-chloropropyltrimethoxysilane